(R)-(3-(6-Chlorothiazolo[5,4-c]pyridin-2-yl)-8-methyl-5,6-dihydro-[1,2,4]triazolo[4,3-a]pyrazin-7(8H)-yl)(4-fluorophenyl)methanone ClC1=CC2=C(C=N1)SC(=N2)C2=NN=C1N2CCN([C@@H]1C)C(=O)C1=CC=C(C=C1)F